3-({[(1R)-5-[methyl-(3-methylphenyl)amino]-2,3-dihydro-1H-inden-1-yl]methyl}amino)pyridine-4-carboxylic acid methyl ester COC(=O)C1=C(C=NC=C1)NC[C@@H]1CCC2=CC(=CC=C12)N(C1=CC(=CC=C1)C)C